aminobicyclo[1.1.1]pentane-1-carboxylate hydrochloride Cl.NC1C2(CC1C2)C(=O)O